C(CCCCCCCCCCCCCCCCCCCCCCCCC)(=O)O.[Zn] zinc cerotic acid